1-[(3RS)-3-({4-[3-(2-fluoro-5-methylphenyl)-1H-pyrrolo[3,2-b]pyridin-2-yl]pyridin-3-yl}oxy)pyrrolidin-1-yl]prop-2-yn-1-one FC1=C(C=C(C=C1)C)C1=C(NC=2C1=NC=CC2)C2=C(C=NC=C2)O[C@H]2CN(CC2)C(C#C)=O |r|